N-(6-isothiazol-3-yl-2-methoxy-3-pyridyl)-5-methyl-3-phenyl-isoxazole-4-carboxamide S1N=C(C=C1)C1=CC=C(C(=N1)OC)NC(=O)C=1C(=NOC1C)C1=CC=CC=C1